(S)-9-(4-chloro-2-fluorophenyl)-3-methyl-7-(2-(1-methyl-1H-pyrazol-4-yl)morpholino)-2-(2-methylallyl)-4H-pyrazino[1,2-a]pyrimidin-4-one ClC1=CC(=C(C=C1)C1=NC(=CN2C1=NC(=C(C2=O)C)CC(=C)C)N2C[C@@H](OCC2)C=2C=NN(C2)C)F